fluoroguanosine-3'-phosphate P(=O)(O)(O)O[C@H]1[C@H]([C@@](O[C@@H]1CO)(N1C=NC=2C(=O)NC(N)=NC12)F)O